ethyl-sec-butyl-phosphinate C(C)P([O-])(=O)C(C)CC